(4-((vinyloxy)methyl)cyclohexyl)methylisophthalate C(=C)OCC1CCC(CC1)COC(C1=CC(C(=O)[O-])=CC=C1)=O